CN1C(C2=CC(=CC(=C2C=C1N1C[C@@H]2CN(C[C@@H]2C1)CC(F)(F)F)C(C)NC1=C(C(=O)O)C=CC=C1)C)=O 2-((1-(2,7-dimethyl-1-oxo-3-((3aR,6aS)-5-(2,2,2-trifluoroethyl)hexahydropyrrolo[3,4-c]pyrrol-2(1H)-yl)-1,2-dihydroisoquinolin-5-yl)ethyl)amino)benzoic acid